6-(2-fluoroethoxy)-4-(6-(piperazin-1-yl)pyridin-3-yl)-1H-pyrazolo[3',4':3,4]pyrazolo[1,5-a]pyridine FCCOC=1C=C(C=2N(C1)N=C1C2C=NN1)C=1C=NC(=CC1)N1CCNCC1